4-bromo-3-[4-(morpholinomethyl)benzyloxy]thiophene-2-carboxylic acid methyl ester COC(=O)C=1SC=C(C1OCC1=CC=C(C=C1)CN1CCOCC1)Br